N-((1-(2,3-difluorobenzyl)cyclobutyl)methyl)-1-methyl-5-oxo-4,5-dihydro-1H-1,2,4-triazole-3-carboxamide FC1=C(CC2(CCC2)CNC(=O)C2=NN(C(N2)=O)C)C=CC=C1F